((4aR,8aS)-1-(4-fluorophenyl)-6-((4-(trifluoromethyl)phenyl)sulfonyl)-4,4a,5,6,7,8,8a,9-octahydro-1H-pyrazolo[3,4-g]isoquinolin-4a-yl)(pyridin-2-yl)methanone FC1=CC=C(C=C1)N1N=CC2=C1C[C@@H]1CCN(C[C@]1(C2)C(=O)C2=NC=CC=C2)S(=O)(=O)C2=CC=C(C=C2)C(F)(F)F